FC=1C(=NC(=NC1)NC1=NC(=C(C(=O)NC2CC3CCC(C2)N3C)C=C1)C)C=1C=C(C3=C(N(C(=N3)C)C(C)C)C1)F 6-((5-fluoro-4-(4-fluoro-1-isopropyl-2-methyl-1H-benzo[d]imidazol-6-yl)pyrimidin-2-yl)amino)-2-methyl-N-(8-methyl-8-azabicyclo[3.2.1]octan-3-yl)nicotinamide